ethyl 3-(6-chloro-5-(2-isopropoxyphenyl)-1H-benzo[d]imidazol-2-yl)-3-(4-((cyclopropylmethyl)sulfonyl)phenyl)propanoate ClC=1C(=CC2=C(NC(=N2)C(CC(=O)OCC)C2=CC=C(C=C2)S(=O)(=O)CC2CC2)C1)C1=C(C=CC=C1)OC(C)C